Cl.OCC=1N=CNC1 4-Hydroxymethylimidazol hydrochlorid